3-methyloctan-4-lactone CC1CC(=O)OC1CCCC